COC=1C=C2C=CC=3N=CSC3C2=CC1 7-Methoxynaphtho[2,1-d]thiazole